(Z)-3-(3-bromo-5-chlorobenzylidene)-6-chloro-1,3-dihydro-2H-indol-2-one BrC=1C=C(\C=C\2/C(NC3=CC(=CC=C23)Cl)=O)C=C(C1)Cl